4-(2-fluorophenyl)piperidine FC1=C(C=CC=C1)C1CCNCC1